FC=1C=C(C(=O)NCC2CCC(CC2)N2N=C3C=C(C=CC3=C2)C2=NC=CC(=N2)C)C=C(C1O)F 3,5-difluoro-4-hydroxy-N-({(1r,4r)-4-[6-(4-methylpyrimidin-2-yl)-2H-indazol-2-yl]cyclohexyl}methyl)benzamide